OC1(CC(=CC=C1)O)O 1,3-dihydroxyphenol